5,5,8a-trimethyloctahydronaphthalen-2(1H)-one CC1(C2CCC(CC2(CCC1)C)=O)C